O1CCN(CC1)C=1N(C(C(=NC1)NC(=O)C=1N=C(OC1)C1=CC=CC=C1)=O)CC(NCC1=CC=2C=NC=CC2N1S(=O)(=O)C1=CC=CC=C1)=O N-(5-morpholino-3-oxo-4-(2-oxo-2-(((1-(phenylsulfonyl)-1H-pyrrolo[3,2-c]pyridine-2-yl)methyl)amino)ethyl)-3,4-dihydropyrazin-2-yl)-2-phenyloxazole-4-carboxamide